(3R,S)-3-({2-[2-(S-methylsulfonimidoyl)phenyl][1,2,4]triazolo[1,5-c]quinazolin-5-yl}amino)azepan-2-one C[S@@](=O)(=N)C1=C(C=CC=C1)C1=NN2C(=NC=3C=CC=CC3C2=N1)N[C@H]1C(NCCCC1)=O